BrC=1N=C(SC1C)NC(=O)[C@H]1NC[C@@H](C1)F (2S,4R)-N-(4-bromo-5-methylthiazol-2-yl)-4-fluoropyrrolidine-2-carboxamide